(2S)-3-[4-(2,5-Dioxoimidazolidin-1-yl)phenyl]-2-[(3R)-pyrrolidin-3-yl]propanoic acid hydrochloride Cl.O=C1N(C(CN1)=O)C1=CC=C(C=C1)C[C@H](C(=O)O)[C@@H]1CNCC1